ClC=1C=C(C(=NC1)N1CC(N(C2(CN(C2)C2=NC=CC=C2)C1=O)CC1=CC=C(C=C1)F)=O)C 8-(5-chloro-3-methyl-pyridin-2-yl)-5-(4-fluoro-benzyl)-2-(pyridin-2-yl)-2,5,8-triazaspiro[3.5]-nonane-6,9-dione